1-deoxy-sphinganine C[C@H](N)[C@H](O)CCCCCCCCCCCCCCC